O=S1(C=2C=CC=CC2C(C2=CC=CC=C12)NC(=O)C=1C(NC(=CC1)C(F)(F)F)=O)=O N-(10,10-dioxido-9H-thioxanthen-9-yl)-2-oxo-6-(trifluoromethyl)-1,2-dihydropyridine-3-carboxamide